ClC1=C(C=CC=C1NC=1C(=C2C(N(C=NC2=CC1)C)=O)C)NS(=O)(=O)CCCF N-(2-chloro-3-((3,5-dimethyl-4-oxo-3,4-dihydroquinazolin-6-yl)amino)phenyl)-3-fluoropropane-1-sulfonamide